CC[C@@H](C)[C@@H](C(=O)O)N The molecule is an optically active form of alloisoleucine having L-(2S,3R)-configuration. It has a role as a human metabolite. It is a non-proteinogenic L-alpha-amino acid and an alloisoleucine. It is an enantiomer of a D-alloisoleucine. It is a tautomer of a L-alloisoleucine zwitterion.